C[C@@H]1N(CC1)C=1N=C(C2=C(N1)CCC2)C2=CN=C(S2)CN (S)-(5-(2-(2-methylazetidin-1-yl)-6,7-dihydro-5H-cyclopenta[d]pyrimidin-4-yl)thiazol-2-yl)methanamine